6-chloro-5-methoxy-1-(2-methoxyethyl)-3-(1H-pyrazol-4-yl)-2-(3-(trifluoromethyl)-1H-1,2,4-triazol-5-yl)-1H-indole ClC1=C(C=C2C(=C(N(C2=C1)CCOC)C1=NC(=NN1)C(F)(F)F)C=1C=NNC1)OC